1-(4-Methoxybenzoyl)-3-((methylthio)methyl)cyclobutane-1-carboxylic acid benzyl ester C(C1=CC=CC=C1)OC(=O)C1(CC(C1)CSC)C(C1=CC=C(C=C1)OC)=O